S1C=NC2=C1C=C(C=C2)\C=C\2/N=C(NC2=O)N[C@H](CC(C)C)CF |r| (±)-(4Z)-4-(1,3-Benzothiazol-6-ylmethylene)-2-[[1-(fluoromethyl)-3-methyl-butyl]amino]-1H-imidazol-5-one